5-ethyl-6-fluoronaphthalen-2-ylmethyl carbamate C(N)(OCC1=CC2=CC=C(C(=C2C=C1)CC)F)=O